N[C@H](C=1N=C2N(N=C(C=C2)CC2(C(NCC3(CC3)C2)=O)C(=O)OC)C1)C1CCC(CC1)C Methyl 7-((2-((S)-amino((1r,4S)-4-methylcyclohexyl)methyl)imidazo[1,2-b]pyridazin-6-yl)methyl)-6-oxo-5-azaspiro[2.5]octane-7-carboxylate